(S)-5-(2-amino-[1,2,4]triazolo[1,5-a]pyridin-7-yl)-N-(3-(4-chlorophenyl)-3-hydroxypropyl)-3,4-difluoro-2-methylbenzamide NC1=NN2C(C=C(C=C2)C=2C(=C(C(=C(C(=O)NCC[C@H](O)C3=CC=C(C=C3)Cl)C2)C)F)F)=N1